NC[C@@]1(OC2=C(C1)C(=C(C=C2)Cl)C2=C(C=CC=C2F)NCCN)C2=CC=CC=C2 |o1:2| N1-(2-((2S*,4S*)-2-(Aminomethyl)-5-chloro-2-phenyl-2,3-dihydrobenzofuran-4-yl)-3-fluoro-phenyl)ethane-1,2-diamine